NC1=C(SC=2N=C(N=C(C21)C)C)C(=O)NC2CC=1C=C(C(=NC1CC2)N2CC1(C(C2)N)COCCC1)F 5-amino-N-(2-{4-amino-7-oxa-2-azaspiro[4.5]decan-2-yl}-3-fluoro-5,6,7,8-tetrahydroquinolin-6-yl)-2,4-dimethylthieno[2,3-d]pyrimidine-6-carboxamide